4-fluoro-6-(1-(1-(2-methoxyethyl)azepan-4-yl)piperidin-4-yl)-1-methyl-2-(4-(methylsulfonyl)phenyl)-1H-benzo[d]imidazole FC1=CC(=CC=2N(C(=NC21)C2=CC=C(C=C2)S(=O)(=O)C)C)C2CCN(CC2)C2CCN(CCC2)CCOC